2-(1-methyl-1H-imidazol-4-yl)pyrazolo[5,1-b]Thiazole-7-carboxamide CN1C=NC(=C1)C1=CN2C(S1)=C(C=N2)C(=O)N